C(C1=CC=CC=C1)N1SCOC=C1 4-benzyl-1,3,4-oxathiazine